benzyl-1-(2-methylpropanoyl)-1,2-dihydrospiro[indole-3,4'-piperidine] C(C1=CC=CC=C1)N1CCC2(CC1)CN(C1=CC=CC=C12)C(C(C)C)=O